COC1=CC=C(C=C1)C=1C(C(=C2N(C=CC(=N2)NCC(F)(F)F)C1)C1=CC=C(C=C1)OC)=O 7,9-bis[(4-methoxyphenyl)]-2-[(2,2,2-trifluoroethyl)amino]-8H-pyrido[1,2-a]pyrimidine-8-one